N'-benzoyl-L-arginyl-para-nitroaniline C(C1=CC=CC=C1)(=O)N(CCC[C@H](N)C(=O)NC1=CC=C(C=C1)[N+](=O)[O-])C(N)=N